BrC=1C=2N(C=CC1)C=CN2 8-bromoimidazolo[1,2-a]pyridine